CC1C=2N(CCCC1)N=CC2B2OC(C(O2)(C)C)(C)C 4-methyl-3-(4,4,5,5-tetramethyl-1,3,2-dioxaborolan-2-yl)-5,6,7,8-tetrahydro-4H-pyrazolo[1,5-a]azepine